[Si](C)(C)(C(C)(C)C)O[C@H]1C[C@@H](OC1(CO)CO)N1C(NC(C(=C1)F)=O)=O 1-[(2R,4S)-4-[(tert-butyldimethylsilyl)oxy]-5,5-bis(hydroxymethyl)oxolan-2-yl]-5-fluoro-3H-pyrimidine-2,4-dione